ClC1=NC=C(C(=N1)C1=C(C=C(C=C1)F)O)F 2-(2-chloro-5-fluoro-pyrimidin-4-yl)-5-fluoro-phenol